ClCC1=CC=C(C=C1)C1=NC(=CN=C1)C(F)(F)F [4-(chloromethyl)phenyl]-6-(trifluoromethyl)pyrazine